CC1(CC=CN1)C 5,5-dimethylpyrroline